The molecule is a 3-(omega-methylthio)alkylmalate(2-) obtained by deprotonation of both carboxy groups of 3-(3-methylthio)propylmalic acid; major species at pH 7.3. It is a conjugate base of a 3-(3-methylthio)propylmalic acid. CSCCCC(C(C(=O)[O-])O)C(=O)[O-]